decyl-ethyl-trimethyl-ammonium bromide [Br-].C(CCCCCCCCC)C[N+](C)(C)CC